7-bromo-N-((1s,3s)-3-((tert-butyldimethylsilyl)oxy)cyclobutyl)-2,6-dichloro-8-iodo-N-methylquinazolin-4-amine BrC1=C(C=C2C(=NC(=NC2=C1I)Cl)N(C)C1CC(C1)O[Si](C)(C)C(C)(C)C)Cl